tert-butyl N-[(5S)-5-amino-6-[10-oxo-6-(2,2,2-trifluoroethoxy)-1,5,11-triazatricyclo[7.4.0.02,7]trideca-2(7),3,5,8-tetraen-11-yl]hexyl]-N-methyl-carbamate N[C@@H](CCCCN(C(OC(C)(C)C)=O)C)CN1C(C2=CC=3C(=NC=CC3N2CC1)OCC(F)(F)F)=O